(2R,3S,4S,5R)-3-(3,4-difluoro-2-methoxyphenyl)-N-(6-((R)-2-(trifluoroacetylamino)-1-hydroxyethyl)pyridin-3-yl)-4,5-dimethyl-5-(trifluoromethyl)tetrahydrofuran-2-carboxamide FC=1C(=C(C=CC1F)[C@H]1[C@@H](O[C@]([C@H]1C)(C(F)(F)F)C)C(=O)NC=1C=NC(=CC1)[C@@H](CNC(C(F)(F)F)=O)O)OC